FC1=CC=C(C=C1)C(CC(=O)O)CC(=O)O 3-(4-fluorophenyl)-glutaric acid